C[C@@H]1CN(C[C@H]2N1C[C@@H](C2)NC2=NC=1CCNCC1C=C2)C2=C1C=CC=NC1=C(C=C2)C#N 5-[(4R,7R,8aS)-4-methyl-7-(5,6,7,8-tetrahydro-1,6-naphthyridin-2-ylamino)-3,4,6,7,8,8a-hexahydro-1H-pyrrolo[1,2-a]pyrazin-2-yl]quinoline-8-carbonitrile